N[C@@](C(=O)O)(CCCCB(O)O)C1CC(C1)NCC1=C(C=CC=C1)C1=CC=C(C=C1)C(F)(F)F (S)-2-amino-6-borono-2-((1S,3R)-3-((4'-(trifluoromethyl)biphenyl-2-yl)methylamino)cyclobutyl)hexanoic acid